COC(=O)C[P+](C1=CC=CC=C1)(C1=CC=CC=C1)C1=CC=CC=C1 methoxycarbonylmethyl-(triphenyl)phosphonium